C(#N)C=1NC2=C(C=C(C=C2C1)C)S(=O)(=O)N1[C@H](CC1)C(=O)NC1=CC(N(C=C1)C)=O (R)-1-((2-cyano-5-methyl-1H-indol-7-yl)sulfonyl)-N-(1-methyl-2-oxo-1,2-dihydropyridin-4-yl)azetidine-2-carboxamide